1-[3-(4-Chloro-2-methyl-2H-pyrazol-3-yl)-4-(2-dimethylamino-ethoxy)-phenyl]-3-(4-fluoro-3-hydroxyphenyl)-urea ClC1=C(N(N=C1)C)C=1C=C(C=CC1OCCN(C)C)NC(=O)NC1=CC(=C(C=C1)F)O